bis(1,2,2,6,6-pentamethyl-4-piperidinyl)-[[3,5-bis(1,1-dimethylethyl)-4-hydroxyphenyl] methyl] butyl malonate C(CC(=O)OCCCC)(=O)OC(C1=CC(=C(C(=C1)C(C)(C)C)O)C(C)(C)C)(C1CC(N(C(C1)(C)C)C)(C)C)C1CC(N(C(C1)(C)C)C)(C)C